aminosulfur trifluoride NS(F)(F)F